C6,7-dichloro-5-(2-fluorophenyl)-1,3-dihydro-1,4-benzodiazepine ClC1=C(C=CC2=C1C(=NCCN2)C2=C(C=CC=C2)F)Cl